(S)-3-(4,4'-difluoro-2',5,6'-trimethyl-[1,1'-biphenyl]-3-yl)-3-((S)-2-(5-(2-(3-fluoro-3-methylazetidin-1-yl)ethyl)-4-methyl-2-oxopyrimidin-1(2H)-yl)-4-methylpentanamido)propanoic acid FC1=C(C=C(C=C1C)C1=C(C=C(C=C1C)F)C)[C@H](CC(=O)O)NC([C@H](CC(C)C)N1C(N=C(C(=C1)CCN1CC(C1)(C)F)C)=O)=O